C(C1=CC=CC=C1)OC=1C=C(C=CC1[N+](=O)[O-])C[C@@H](C(=O)OC)NC(=O)OC(C)(C)C methyl (S)-3-(3-(benzyloxy)-4-nitrophenyl)-2-((tert-butoxycarbonyl)amino)propanoate